C[C@@H]1N([C@@H](CN(C1)C=1C=NN2C1C=CC(=C2)C=2C=NN(C2)C)C)C(=O)O[C@H](C)C2=CC=C(C=C2)C (R)-1-(p-tolyl)ethyl (2S,6R)-2,6-dimethyl-4-(6-(1-methyl-1H-pyrazol-4-yl)pyrazolo[1,5-a]pyridin-3-yl)piperazine-1-carboxylate